FC(C1(COC1)C=1C=C(C=CC1)N1C(C2=CC(=CC(=C2C1)C(F)(F)F)C(C)N1C[C@H](CC1)F)=O)(C1=NN=CN1C)F 2-(3-(3-(difluoro(4-methyl-4H-1,2,4-triazol-3-yl)methyl)-oxetan-3-yl)phenyl)-6-(1-((S)-3-fluoropyrrolidin-1-yl)ethyl)-4-(trifluoromethyl)isoindolin-1-one